(3β,5β)-3-hydroxycholan-24-oic acid O[C@@H]1C[C@H]2CC[C@H]3[C@@H]4CC[C@H]([C@@H](CCC(=O)O)C)[C@]4(CC[C@@H]3[C@]2(CC1)C)C